FC1=C2C(=C(/C(/C2=CC=C1F)=C/C1=CC=C(C=C1)OC1=CC=C(C=C1)F)C)CC(=O)O 2-[(1Z)-4,5-di-fluoro-1-{[4-(4-fluorophenoxy)phenyl]methylene}-2-methyl-1H-inden-3-yl]acetic acid